C(C)OC1=NC2=CC(=C(C=C2C(=N1)NC1CCOCC1)OC)OCCCN1CCCC1 2-ethoxy-6-methoxy-7-(3-(pyrrolidin-1-yl)propoxy)-N-(tetrahydro-2H-pyran-4-yl)quinazolin-4-amine